CO[C@H]1CN2C(OC1)=C(C=N2)[S@](=O)(NC(NC2=C1[C@H](CCC1=CC=1CCCC21)C)=O)=N (R,6S)-6-methoxy-N-(((S)-3-methyl-1,2,3,5,6,7-hexahydro-s-indacen-4-yl)carbamoyl)-6,7-dihydro-5H-pyrazolo[5,1-b][1,3]oxazine-3-sulfonimidamide